3-(4-(4-aminobutyl)-1-oxoisoindolin-2-yl)-1-methylpiperidine-2,6-dione NCCCCC1=C2CN(C(C2=CC=C1)=O)C1C(N(C(CC1)=O)C)=O